1-(3-(benzyloxy)-4-methoxyphenyl)-N-(3-(1,1-difluoroethyl)phenyl)-3-methyl-5-oxo-4,5-dihydro-1H-pyrazole-4-carboxamide C(C1=CC=CC=C1)OC=1C=C(C=CC1OC)N1N=C(C(C1=O)C(=O)NC1=CC(=CC=C1)C(C)(F)F)C